ClC1=C(C=CC=C1)N1C=2N(C3=C(C1=O)C=NC(=N3)NC3=CC=C(C=C3)N3CCC(CC3)N3CCCC3)C=CN2 6-(2-chlorophenyl)-2-({4-[4-(pyrrolidin-1-yl)piperidin-1-yl]phenyl}amino)imidazo[1,2-a]pyrimido[5,4-e]pyrimidin-5(6H)-one